ClC=1C=CC(=C(C(=O)O)C1)NC1=C(C=NC2=CC=C(C=C12)Cl)N1CCC(CC1)OC(F)(F)F 5-chloro-2-[[6-chloro-3-[4-(trifluoromethoxy)-1-piperidinyl]-4-quinolinyl]amino]benzoic acid